S(=O)(=O)(OC(CCCCC)=O)CCO caproyl isethionate